FC=1C(=NC(=NC1)C1=CCC(CC1)CCO)OCOC 2-(4-(5-fluoro-4-(methoxymethoxy)pyrimidin-2-yl)cyclohex-3-en-1-yl)ethan-1-ol